FC1(C[C@H](CN(C1)C)NC1=NN=C(C2=CC=CC=C12)C1=C(C=C(C#N)C=C1)O)F (R)-4-(4-((5,5-difluoro-1-methylpiperidin-3-yl)amino)phthalazin-1-yl)-3-hydroxybenzonitrile